4-(2,5-dihydrofuran-3-yl)-7-methoxy-1H-1,3-benzodiazol O1CC(=CC1)C1=CC=C(C=2NC=NC21)OC